C(C)C([C@@H]1[C@H]([C@H]([C@@H](O1)N1C(=O)N=C(N)N=C1)O)O)(O)CC Diethyl-5-azacytidine